2-(6-(azetidin-3-yl)pyridazin-3-yl)-5-(2-methylimidazo[1,2-b]pyridazin-6-yl)phenol 2,2,2-trifluoroacetate FC(C(=O)O)(F)F.N1CC(C1)C1=CC=C(N=N1)C1=C(C=C(C=C1)C=1C=CC=2N(N1)C=C(N2)C)O